2-methyl-1-(4-(3-(methylsulfonyl)phenyl)-6,7-dihydro-5H-cyclopenta[d]pyrimidin-2-yl)azetidine-2-carboxylic acid CC1(N(CC1)C=1N=C(C2=C(N1)CCC2)C2=CC(=CC=C2)S(=O)(=O)C)C(=O)O